isoflavonid O1[C-]=C(C(=O)C2=CC=CC=C12)C1=CC=CC=C1